(E)-ethyl 4-(3-bromo-4-(3-(2-chloropyridin-4-yl)acryloyloxy)-5-methoxyphenyl)-6-methyl-2-oxo-1,2,3,4-tetrahydropyrimidine-5-carboxylate BrC=1C=C(C=C(C1OC(\C=C\C1=CC(=NC=C1)Cl)=O)OC)C1NC(NC(=C1C(=O)OCC)C)=O